C(C)N1[C@@H](C=2N=CC(=C(C3=CN4C(C(OCCCCCC(NC1=O)C1CCOCC1)=N3)=NC=C4)C2)OC)C (12R)-13-ethyl-8-methoxy-12-methyl-16-(oxan-4-yl)-12,13,16,17,18,19,20,21-octahydro-6,23-(azeno)-11,7-(metheno)imidazo[2,1-c][1,4,10,13,15]oxatetraazacyclohenicosin-14(15H)-one